COC(=O)[C@@H]1CN(CC[C@H]1N)C1=C(C=NC2=CC=C(C=C12)C1=C(C(=CC=C1)C#N)O)C1=CC(=CC(=C1)F)F.C1=CC=CC=2C3=CC=CC=C3N(C12)C1=CC=C(C=C1)C1=CC=C(C=C1)N1C2=CC=CC=C2C=2C=CC=CC12 4,4'-bis(9H-carbazole-9-yl)biphenyl methyl-trans-4-amino-1-[6-(3-cyano-2-hydroxyphenyl)-3-(3,5-difluorophenyl)quinolin-4-yl]piperidine-3-carboxylate